C(C#C)(=O)OOCCC propoxyl propiolate